1-beta-D-arabinofuranosyl-4-amino-2(1H)-pyrimidinone [C@@H]1([C@@H](O)[C@H](O)[C@H](O1)CO)N1C(N=C(C=C1)N)=O